C1(CC1)C(=O)C=1N=C2N(N1)[C@@H](C[C@@H]2OC)C2=CC=CC=C2 Cyclopropyl-[(5s,7s)-7-methoxy-5-phenyl-6,7-dihydro-5H-pyrrolo[1,2-b][1,2,4]triazol-2-yl]methanone